4-(3-(6,7-Dichloro-10-(1H-pyrazol-4-yl)-3,4-dihydropyrazino[1,2-a]indol-2(1H)-yl)-3-oxopropyl)morpholin-3-one ClC1=C(C=CC=2C(=C3N(C12)CCN(C3)C(CCN3C(COCC3)=O)=O)C=3C=NNC3)Cl